C(C)(C)(C)OC(=O)N[C@@H](CCC(N)=O)C(=O)OC=1C=CC2=C(C1)OC(C=1C2N2N(CC1)C(N(C2=O)C2=CC=C(C=C2)C(C)=O)=O)(C)C 2-(4-acetylphenyl)-7,7-dimethyl-1,3-dioxo-2,3,5,12b-tetrahydro-1H,7H-chromeno[4,3-c][1,2,4]triazolo[1,2-a]pyridazin-10-yl (tert-butoxycarbonyl)-L-glutaminate